2-oxo-1-(piperazine-1-carbonyl)indole-6-carboxylic acid methyl ester COC(=O)C1=CC=C2CC(N(C2=C1)C(=O)N1CCNCC1)=O